C1(CC1)C(=O)N1CCC(CC1)O cyclopropanecarbonyl-4-hydroxypiperidin